1-hydroxycyclohexyl-cyclohexanone OC1(CCCCC1)C1C(CCCC1)=O